Cl.ClC=1C(=NC=CC1)C(CN)N 1-(3-chloro-2-pyridyl)-1,2-ethanediamine hydrochloride